C(C)(C)(C)OC(=O)N1CCC(CC1)OC1=NC(=CC=C1)N1N(C(C=2C1=NC(=NC2)N)=O)CC=C tert-butyl-4-({6-[6-amino-3-oxo-2-(prop-2-en-1-yl)-1H,2H,3H-pyrazolo[3,4-d]pyrimidin-1-yl]pyridin-2-yl}oxy)piperidine-1-carboxylate